ClC(C(=C(F)F)F)(F)Cl 3,3-dichloro-1,1,2,3-tetrafluoropropene